N1N=CC2=CC(=CC=C12)\C(=C(/COC)\C1=CC=CC=C1)\C1=CC=C(C=C1)/C=C/C(=O)O (E)-3-(4-((Z)-1-(1H-indazol-5-yl)-3-methoxy-2-phenylprop-1-en-1-yl)phenyl)acrylic acid